ClC1=CC=C(C=C1)C1(COC2=C(O1)C=CC=C2C2=CCN(CC2)C(=O)OC(C)(C)C)C tert-butyl 4-(2-(4-chlorophenyl)-2-methyl-2,3-dihydrobenzo[b][1,4]dioxin-5-yl)-5,6-dihydropyridine-1(2H)-carboxylate